ClC=1C=C(C=C(C1OCCCl)Cl)C(C)(C)C1=CC=C(CN2C(NC(C2=O)(C)C)=O)C=C1 3-(4-(2-(3,5-dichloro-4-(2-chloroethoxy)phenyl)propan-2-yl)benzyl)-5,5-dimethylimidazolidine-2,4-dione